1-(1H-Benzo[d]imidazol-5-yl)-5-(3-fluorophenyl)imidazolidin-2-on N1C=NC2=C1C=CC(=C2)N2C(NCC2C2=CC(=CC=C2)F)=O